CC1=CC(=NC=C1)C1=NC=CC(=C1)CCC=1C=NC=NC1 4'-methyl-4-(2-(5-pyrimidinyl)ethyl)-2,2'-bipyridine